FC(C=1C=C(C=CC1)[C@@H](C)N)(F)F (1R)-1-[3-(trifluoromethyl)phenyl]ethylamine